tert-butyl (2R,5S)-4-(2-bromo-5-chloropyrazolo[1,5-a]pyrimidin-7-yl)-2,5-dimethylpiperazine-1-carboxylate BrC1=NN2C(N=C(C=C2N2C[C@H](N(C[C@@H]2C)C(=O)OC(C)(C)C)C)Cl)=C1